N-(3-chloro-2-fluorophenylmethyl)-2-(cyclobutylamino)acetamide ClC=1C(=C(C=CC1)CNC(CNC1CCC1)=O)F